heptenedinitrile C(C=CCCCC#N)#N